BrC=1C=CC=C2C=CC(=NC12)\C(\C)=N\C1=C(C=CC=C1C(C)C)C(C)C (E)-1-(8-bromoquinolin-2-yl)-N-(2,6-diisopropylphenyl)ethane-1-imine